N1[C-]=CC=C1.[Li+] Lithium 1H-pyrrol-2-ide